3-{2-[(1S,4s)-4-{[rel-(1R,5S)-7-oxo-9-oxa-2,6-diazaspiro[4.5]dec-1-yl]methoxy}cyclohexyl]phenoxy}propanoic acid O=C1N[C@]2(CCN[C@H]2COC2CCC(CC2)C2=C(OCCC(=O)O)C=CC=C2)COC1 |o1:3,7|